D-Allose O=C[C@H](O)[C@H](O)[C@H](O)[C@H](O)CO